1-((3R,4S)-3-fluoro-4-((4-((2-fluoro-4-((1-(6-methylpyridin-3-yl)-1H-pyrazol-3-yl)oxy)phenyl)amino)-7-methoxyquinazolin-6-yl)oxy)piperidin-1-yl)prop-2-en-1-one F[C@@H]1CN(CC[C@@H]1OC=1C=C2C(=NC=NC2=CC1OC)NC1=C(C=C(C=C1)OC1=NN(C=C1)C=1C=NC(=CC1)C)F)C(C=C)=O